Cl.FC=1C=C2C(=NC1)N(N=C2C(N)=N)CC2=C(C=CC=C2)F 5-fluoro-1-(2-fluorobenzyl)-1H-pyrazolo[3,4-b]pyridine-3-carboximidamide hydrochloride